1-(2-chlorophenyl)-2-bromoethyl ketone ClC1=C(C=CC=C1)C(CBr)C(=O)C(CBr)C1=C(C=CC=C1)Cl